COC1=C(N)C=CC(=C1)OC1CCN(CC1)C 2-methoxy-4-((1-methylpiperidin-4-yl)oxy)aniline